(S)-tert-butyl 1-(4-(benzylthio)phenylamino)-1-oxo-3-(pyridin-3-yl)propan-2-ylcarbamate C(C1=CC=CC=C1)SC1=CC=C(C=C1)NC([C@H](CC=1C=NC=CC1)NC(OC(C)(C)C)=O)=O